(4-hydroxyphenyl)prop-2-en-1-one OC1=CC=C(C=C1)C(C=C)=O